FC=1C=CC(=C(C(=O)N2C3CC([C@H]([C@H]2CNC2=NC=C(N=C2)C(F)(F)F)C)C3)C1)N1N=CC=N1 N-{[(3S,4R)-2-[5-Fluoro-2-(2H-1,2,3-triazol-2-yl)benzoyl]-4-methyl-2-azabicyclo[3.1.1]heptan-3-yl]methyl}-5-(trifluoromethyl)pyrazin-2-amin